NC1=NC=CC2=CC=C(C=C12)C1=CC=C2CC[C@H](C2=C1)OC1=C(C=CC=C1C#N)CC(=O)O (R)-2-(2-((6-(1-aminoisoquinolin-7-yl)-2,3-dihydro-1H-inden-1-yl)oxy)-3-cyanophenyl)acetic acid